[4,6-dihydroxy-3-methyl-2-(2-pyridylmethoxy)phenyl]-isoindolin-2-yl-methanone OC1=C(C(=C(C(=C1)O)C(=O)N1CC2=CC=CC=C2C1)OCC1=NC=CC=C1)C